ClC=1N=CC2=C(C=CC(=C2C1)C(C)C)N1[C@@H]([C@H](C1)S(=O)(=O)CC)C 3-chloro-8-((2R,3S)-3-(ethylsulfonyl)-2-methylazetidine-1-yl)-5-isopropylisoquinoline